C(=O)C1=C(SC=C1)C=1N=C(C(=NC1)O[C@@H]1C[C@H](CCC1)C(=O)OC)C methyl (1S,3S)-3-((5-(3-formylthiophen-2-yl)-3-methylpyrazin-2-yl)oxy)cyclohexane-1-carboxylate